C(C)C(C(C)O)C1=CC=CC=C1 ethyl-1-phenylpropan-2-ol